COC1=C(C(=CC(=C1)C(F)(F)F)C)C1=CC=C2C(=N1)N=C(N2)[C@@H]2N(CCC2)C(=O)OC(C)(C)C |r| (rac)-tert-Butyl 2-(5-(2-methoxy-6-methyl-4-(trifluoromethyl)phenyl)-1H-imidazo[4,5-b]pyridin-2-yl)pyrrolidine-1-carboxylate